4-([1,1'-biphenyl]-4-yl)-2-phenyl-6-(3'-(4,4,5,5-tetramethyl-1,3,2-dioxaborolan-2-yl)-[1,1'-biphenyl]-4-yl)pyrimidine C1(=CC=C(C=C1)C1=NC(=NC(=C1)C1=CC=C(C=C1)C1=CC(=CC=C1)B1OC(C(O1)(C)C)(C)C)C1=CC=CC=C1)C1=CC=CC=C1